ClC=1C=C2C=NN(C2=C(C1)C(=O)NC1CC2(CCC2)C1)CC=1C=NC(=NC1)C1CC1 6-(5-chloro-1-((2-cyclopropylpyrimidin-5-yl)methyl)-1H-indazole-7-carboxamido)spiro[3.3]heptane